1-[[2-(1,5-dimethylpyrazol-4-yl)pyrrolo[2,3-c]pyridin-6-yl]methyl]benzotriazole CN1N=CC(=C1C)C=1C=C2C(=CN(C=C2)CN2N=NC3=C2C=CC=C3)N1